N-[5-(2,6-difluoro-4-methoxyphenyl)-2-(2-fluorophenyl)-1-methyl-3-oxo-2,3-dihydro-1H-pyrazol-4-yl]-4-(trifluoromethoxy)benzamide FC1=C(C(=CC(=C1)OC)F)C1=C(C(N(N1C)C1=C(C=CC=C1)F)=O)NC(C1=CC=C(C=C1)OC(F)(F)F)=O